N1=C(C=CC=C1)N1N=C(C=C1)C1=C(C#N)C=CC=C1 (1-pyridin-2-yl-1H-pyrazol-3-yl)benzonitrile